C1(CC2C(CC1)O2)COC(=O)C2CC1C(CC2)O1.NC1=C(C(=NN1C(CC)C(F)(F)F)C1=CC=C(C=C1)CNC(C1=C(C=CC(=C1)F)OC)=O)C(=O)N 5-Amino-3-[4-[[(5-fluoro-2-methoxy-benzoyl)amino]methyl]phenyl]-1-[1-(trifluoromethyl)propyl]pyrazole-4-carboxamide (3,4-epoxycyclohexylmethyl)3,4-epoxycyclohexanecarboxylate